P(=O)(OC)(OC[C@@H](COCCCCCCCCCCCCCCCCCC)OC(C)C)O methyl ((R)-2-isopropoxy-3-(octadecyloxy)propyl) hydrogen phosphate